ClC=1C(=NC(=NC1)NC1CCOCC1)C1=CC=C2CN(C(C2=C1)=O)[C@@H](C(=O)N[C@H]([C@H](CC)O)C1=CC(=NC=C1)OC)C (2R)-2-(6-{5-chloro-2-[(oxan-4-yl)amino]pyrimidin-4-yl}-1-oxo-2,3-dihydro-1H-isoindol-2-yl)-N-[(1S,2S)-2-hydroxy-1-(2-methoxypyridin-4-yl)butyl]propanamide